CNCC(=O)NC1=CC(=CC=C1)S(N[C@H](CC1=CC(=CC=C1)C(N)=N)C=1SC2=C(N1)C=CC=C2)(=O)=O |r| 2-(methylamino)-N-[3-[[rac-(1R)-1-(1,3-benzothiazol-2-yl)-2-(3-carbamimidoylphenyl)ethyl]sulfamoyl]phenyl]acetamide